C(CCCCCCC)[Si](N(C)C)(N(C)C)N(C)C octyltris(dimethylamino)silane